C1(CC1)C=1C=C(C=C(C1)C(F)(F)F)C=1OC=NN1 2-[3-cyclopropyl-5-(trifluoromethyl)phenyl]-1,3,4-oxadiazole